[I-].C(CCCCCCCCCCC)[NH+]1CN(C=C1)C1=CC=2CC3=CC=CC=C3C2C=C1 3-Dodecyl-1-(9H-fluoren-2-yl)-2H-imidazol-3-ium iodide